CC=1C=C(C=CC1C)C=1C(=CC(=[N+](C1)[O-])C(NC1CS(C=C1)(=O)=O)=O)O 5-(3,4-dimethylphenyl)-2-((1,1-dioxido-2,3-dihydrothiophen-3-yl)carbamoyl)-4-hydroxypyridine 1-oxide